FC(C=1N(C=C(N1)C(C)C(=O)C(C)C=1N=C(N(C1)COCC[Si](C)(C)C)C(F)(F)F)COCC[Si](C)(C)C)(F)F 1-[2-(trifluoromethyl)-1-(2-trimethylsilylethoxymethyl) imidazol-4-yl]Ethyl ketone